tert-butyl 4-[5-(ethoxycarbonyl)-1-[(trimethylsilyl)methyl]-1H-1,2,3-triazol-4-yl]piperidine-1-carboxylate C(C)OC(=O)C1=C(N=NN1C[Si](C)(C)C)C1CCN(CC1)C(=O)OC(C)(C)C